3-fluoro-N-((4-methylpyrazolo[1,5-b]pyridazin-3-yl)methyl)-4-(trifluoromethoxy)benzamide FC=1C=C(C(=O)NCC=2C=NN3N=CC=C(C32)C)C=CC1OC(F)(F)F